Cl.N[C@H](C(=O)NC1=NC=CC(=C1)[C@H](COC)N1C(N[C@@H](C1)C(F)(F)F)=O)C1CCC(CC1)C |o1:12| (2S)-2-amino-N-(4-((R or S)-2-methoxy-1-((S)-2-oxo-4-(trifluoromethyl)-imidazolidin-1-yl)ethyl)pyridin-2-yl)-2-((1r,4S)-4-methylcyclohexyl)acetamide hydrochloride salt